FC=1C=C(C=C(C1)F)[C@@H]1N(OCC1)C1=CC(=NC=N1)NC=1C(=CC(=C(C1)NC(C=C)=O)N1CCC(CC1)N1C[C@@H](O[C@H](C1)C)C)OC N-(5-((6-((R)-3-(3,5-difluorophenyl)isoxazolidine-2-yl)pyrimidine-4-yl)amino)-2-(4-((2S,6S)-2,6-dimethylmorpholino)piperidine-1-yl)-4-methoxyphenyl)acrylamide